1-({3,4-difluoro-2-[(2-fluoro-4-iodophenyl)amino]phenyl}carbonyl)-3-{[(1r,3r,5R,7R)-tricyclo[3.3.1.1~3,7~]dec-2-ylamino]methyl}azetidin-3-ol FC=1C(=C(C=CC1F)C(=O)N1CC(C1)(O)CNC1C2CC3CC(CC1C3)C2)NC2=C(C=C(C=C2)I)F